COC1=NC=CC=C1C=1C=NN2C1N=C(C=C2)N2CC(C2)N(C(OC(C)C)=O)C isopropyl (1-(3-(2-methoxypyridin-3-yl)pyrazolo[1,5-a]pyrimidin-5-yl)azetidin-3-yl)(methyl)carbamate